BrC1=CC(=C2C=NC=NC2=C1)OC1CCC(CC1)NC1=NC(=NC=C1)C N-[4-(7-bromoquinazolin-5-yl)oxy-cyclohexyl]-2-methyl-pyrimidin-4-amine